C(CC)(=S)OCC(O)CO glycerol thiopropionate